(Z)-N1-(2-butylbenzo[d]oxazol-6-yl)-2-(fluoromethylene)propane-1,3-diamine 4-methylbenzenesulfonate CC1=CC=C(C=C1)S(=O)(=O)O.C(CCC)C=1OC2=C(N1)C=CC(=C2)NC\C(\CN)=C/F